COC1=NC=CC(=C1N1CCC(CC1)NC(C)C=1C(=NN(C1)C)NCC1=NC=CC=C1C(F)(F)F)C (2'-Methoxy-4'-methyl-3,4,5,6-tetrahydro-2H-[1,3']bipyridinyl-4-yl)-(1-{1-methyl-3-[(3-trifluoromethyl-pyridin-2-ylmethyl)-amino]-1H-pyrazol-4-yl}-ethyl)-amine